BrCC(C(=O)OCC)(F)F Ethyl 3-bromo-2,2-difluoropropionate